[B].[B].CC(C(C)O)O.CC(C(C)O)O bis(butane-2,3-diol) diboron